4-{4-[6-(2-Methoxyethyl)-1,3-benzoxazol-2-yl]piperidin-1-yl}-1-methyl-2-oxo-1,2-dihydroquinoline-3-carboxamide COCCC1=CC2=C(N=C(O2)C2CCN(CC2)C2=C(C(N(C3=CC=CC=C23)C)=O)C(=O)N)C=C1